naphthalene-amidine C1(=CC=CC2=CC=CC=C12)C(=N)N